FC(OC1=CC=CC=2C(N([C@H]3C=4N([C@@H](C21)C3)C3=C(N4)C=CC(=C3)C#CCCN3CC(CC3)(F)F)C([2H])([2H])[2H])=O)F (7R,14R)-1-(difluoromethoxy)-11-(4-(3,3-difluoropyrrolidin-1-yl)but-1-yn-1-yl)-6-(methyl-d3)-6,7-dihydro-7,14-methanobenzo[f]benzo[4,5]imidazo[1,2-a][1,4]diazocin-5(14H)-one